ClCl.C(CCCCC)N1CN(C=C1)C 1-hexyl-3-methylimidazole chlorochloride salt